ClC1=NN=C(C2=CC=CC=C12)CC1=C(C=NC=C1)C(F)(F)F 1-chloro-4-((3-(trifluoromethyl)pyridin-4-yl)methyl)phthalazine